FC(C(CNC(=O)C=1C(N(N=C(C1)C1=CC=C(C=C1)C(F)(F)F)C=1C=NC=CC1)=O)O)F N-(3,3-Difluoro-2-hydroxypropyl)-3-oxo-2-(pyridin-3-yl)-6-[4-(trifluoromethyl)phenyl]-2,3-dihydropyridazine-4-carboxamide